C(C)(C)(C)OC(=O)N1CC2(C1)CN(C2)C=2C=NN1C2C=CC(=C1)C=1C=NN(C1)C 6-[6-(1-methyl-1H-pyrazol-4-yl)pyrazolo[1,5-a]pyridin-3-yl]-2,6-diazaspiro[3.3]heptane-2-carboxylic acid tert-butyl ester